3-(3,5-dimethoxyphenyl)-1-methyl-1H-pyrazole COC=1C=C(C=C(C1)OC)C1=NN(C=C1)C